CN1C=C(C=CC1=O)C1=C(C(=NC=C1)N1C(C=2N(C=C1)C1=C(C2)CCC1)=O)C=O 1-methyl-6-oxo-2'-(1-oxo-1,6,7,8-tetrahydro-2H-cyclopenta[4,5]pyrrolo[1,2-a]pyrazin-2-yl)-1,6-dihydro-[3,4'-bipyridine]-3'-carbaldehyde